tert-butyl (6-(bromomethyl)pyridin-2-yl)carbamate BrCC1=CC=CC(=N1)NC(OC(C)(C)C)=O